3-glucosyl-5-hydroxymethylcytosine C1([C@H](O)[C@@H](O)[C@H](O)[C@H](O1)CO)N1C(N=CC(=C1N)CO)=O